FC(C1=NN=C(S1)C1=NC(=NC2=CC=C(C=C12)S(=O)(=O)NC1(CC1)C)N1CCC(CC1)O)F 4-(5-(difluoromethyl)-1,3,4-thiadiazol-2-yl)-2-(4-hydroxypiperidin-1-yl)-N-(1-methylcyclopropyl)quinazoline-6-sulfonamide